isopropyl (S)-6-diazo-2-((S)-2-(2-(dimethylamino)acetamido)-3-(1-methyl-1H-indol-3-yl)propanamido)-5-oxohexanoate [N+](=[N-])=CC(CC[C@@H](C(=O)OC(C)C)NC([C@H](CC1=CN(C2=CC=CC=C12)C)NC(CN(C)C)=O)=O)=O